ethyl 3-(4-(sec-butoxy)cyclohexyl)-2-methylpropanoate C(C)(CC)OC1CCC(CC1)CC(C(=O)OCC)C